7-(4-Bromophenoxy)-3,11-diethyl-6,8-dioxa-3,4,5,9,10,11-hexaazatridec-4,9-dien-4,10-dioxide BrC1=CC=C(OC(ON=[N+](N(CC)CC)[O-])ON=[N+](N(CC)CC)[O-])C=C1